N(=[N+]=[N-])CC1=C(C=CC=C1)CCC(=O)O 3-(2-(azidomethyl)phenyl)propionic acid